[Si](C)(C)(C(C)(C)C)OC1=CC(=C(C=C1)N=C(N)C1=C(C=2N(N=C1)C=C(C2)C2=CC=CC=C2)NC2C(CCCC2)C)CC N'-[4-[tert-butyl(dimethyl)silyl]oxy-2-ethyl-phenyl]-4-[(2-methylcyclohexyl)amino]-6-phenyl-pyrrolo[1,2-b]pyridazine-3-carboxamidine